5-(benzyloxy)-2-chloro-N-(4-(1-isopropyl-4-(trifluoromethyl)-1H-imidazol-2-yl)benzyl)pyrimidin-4-amine C(C1=CC=CC=C1)OC=1C(=NC(=NC1)Cl)NCC1=CC=C(C=C1)C=1N(C=C(N1)C(F)(F)F)C(C)C